4-fluoro-3-(5-(oxazol-2-yl)pyridin-3-yl)phenol FC1=C(C=C(C=C1)O)C=1C=NC=C(C1)C=1OC=CN1